CC1=C(C=NC=2OCCNC21)NC2=C(C(NC=C2)=O)C(=O)NC2=CC=C(C=C2)N2C[C@H]1N(CC2)C(CC1)=O (S)-4-((8-methyl-2,3-dihydro-1H-pyrido[2,3-b][1,4]oxazin-7-yl)amino)-2-oxo-N-(4-(6-oxohexahydropyrrolo[1,2-a]pyrazin-2(1H)-yl)phenyl)-1,2-dihydropyridine-3-carboxamide